CN(CCCN(CCC(=O)[O-])CCC(=O)[O-])CCCN(CCC(=O)[O-])CCC(=O)[O-] 3,3',3'',3'''-(((methylazanediyl)bis(propane-3,1-diyl))bis(azanetriyl))tetrapropionate